C(C)OC(=O)C1=NNC=C1 ethyl-1H-pyrazole-3-carboxylate